2-formyl-3-fluoropyrimidine C(=O)C1N=CC=CN1F